ClC=1C(=C2C=NNC2=C(C1F)C1OCCOC1)C=1N=CC=2N(C1)C=C(N2)NC(=O)C2C(C2)F N-(6-(5-chloro-7-(1,4-dioxan-2-yl)-6-fluoro-1H-indazol-4-yl)imidazo[1,2-a]pyrazin-2-yl)-2-fluorocyclopropane-1-carboxamide